dimethylmethylcarbamate CC(NC([O-])=O)C